C1(CCCCC1)[C@@]1(C(NC2=C(C(=CC=C12)F)F)=O)C1=CC=C(C=C1)B(O)O (R)-(4-(3-cyclohexyl-6,7-difluoro-2-oxoindolin-3-yl)phenyl)boronic acid